BrC1=CC=C(C=C1)N1CCN(CC1)C1=NC2=C(N1C)C=CC(=C2)C#N 2-(4-(4-bromophenyl)piperazin-1-yl)-1-methyl-1H-benzo[d]imidazole-5-carbonitrile